N=1N=C(NC1)C1CCNCC1 4-(4H-1,2,4-triazole-3-yl)piperidine